CC1=NC(=CC(=C1)NC=1C(=NC(=C(N1)NC)C=1C2=C(C=NC1)N(C=N2)C)C(=O)OC)C Methyl 3-[(2,6-dimethyl-4-pyridyl)amino]-5-(methylamino)-6-(3-methylimidazo[4,5-c]pyridin-7-yl)pyrazine-2-carboxylate